Racemic-7-(trifluoromethyl)-4-azaspiro[2.5]octan-7-ol FC([C@]1(CCNC2(CC2)C1)O)(F)F |r|